F[C@@H]1CN(C[C@@H]1F)C=1C=CC=NC1 5-((3R,4S)-3,4-Difluoro-pyrrolidin-1-yl)-pyridin